Calcium azole N1C=CC=C1.[Ca]